CN(C(=O)OC1=C(C=C(C=C1)/C=C/C(=O)O)OC)C (E)-3-(4-((dimethylcarbamoyl)oxy)-3-methoxyphenyl)acrylic acid